ClC1=CC(=C(C(=C1)F)C1=CC(=NC(=C1)C1CC1)NC(=O)C=1C(N(C=C(C1)C=O)C1CC1)=O)C(=O)N1CC(C1)(F)F N-[4-[4-chloro-2-(3,3-difluoroazetidine-1-carbonyl)-6-fluorophenyl]-6-cyclopropylpyridin-2-yl]-1-cyclopropyl-5-formyl-2-oxopyridine-3-carboxamide